ClC1=C(C(=CC=C1F)[N+](=O)[O-])N1C[C@@H](CCC1)CNC(OC(C)(C)C)=O tert-butyl (S)-((1-(2-chloro-3-fluoro-6-nitrophenyl)piperidin-3-yl)methyl)carbamate